ClC1=CC=C(C=C1)C=1N=C2N(C=CC=C2)C1CN1CC2COCC(C1)N2C(=O)N(C2=CC=CC=C2)CC 7-{[2-(4-Chlorophenyl)imidazo[1,2-a]pyridin-3-yl]methyl}-N-ethyl-N-phenyl-3-oxa-7,9-diazabicyclo[3.3.1]nonan-9-carboxamid